methylenebis(dimethylcyclohexyl)amine C=C1C(CCC(C1)(C)C)NC1CCC(CC1)(C)C